N-(1-(benzo[d]oxazol-2-yl)-2,2-dimethylpropyl)-N-(3-chloro-4-(cyclopropylmethoxy)phenyl)propylamide O1C(=NC2=C1C=CC=C2)C(C(C)(C)C)[N-]CCCC2=CC(=C(C=C2)OCC2CC2)Cl